CNCCP(O)(O)=O 2-(methylamino)ethylphosphonic acid